1,3-bis[3-(trifluoromethyl)phenyl]pyrimidine-2,4,6(1H,3H,5H)-trione FC(C=1C=C(C=CC1)N1C(N(C(CC1=O)=O)C1=CC(=CC=C1)C(F)(F)F)=O)(F)F